butyl 8-(chlorocarbonyl)-3,8-diazabicyclo[3.2.1]octane-3-carboxylate ClC(=O)N1C2CN(CC1CC2)C(=O)OCCCC